3-(4-methylphenyl)amino-1-propanesulfonic acid CC1=CC=C(C=C1)NCCCS(=O)(=O)O